C(C)[C@@H]1N(C[C@H](N(C1)C(C)C=1C=NC(=CC1)OC)CC)C=1C=2N(N(C(C1)=O)C)C=C(N2)CC#N 2-(8-((2S,5R)-2,5-diethyl-4-(1-(6-methoxypyridin-3-yl)ethyl)piperazin-1-yl)-5-methyl-6-oxo-5,6-dihydroimidazo[1,2-b]pyridazin-2-yl)acetonitrile